FC1=CC=C(C=C1)NC(=O)C1(CC1)C(=O)NC1=CC=C(C=C1)OC1=CC=NC2=CC(=CC=C12)C1=CC=NC=C1 1-N'-(4-fluorophenyl)-1-N-[4-(7-pyridin-4-ylquinolin-4-yl)oxyphenyl]cyclopropane-1,1-dicarboxamide